2-(((4-methoxy-3-((4-fluorophenoxy)carbonyl)naphthalen-1-yl)sulfonyl)carbamoyl)isonicotinic acid COC1=C(C=C(C2=CC=CC=C12)S(=O)(=O)NC(=O)C=1C=C(C(=O)O)C=CN1)C(=O)OC1=CC=C(C=C1)F